2-{6-[(5,5-dimethyl-4-azaspiro[2.5]octan-7-yl)(methyl)amino]pyridazin-3-yl}-5-(7-fluoro-2-methyl-2H-indazol-5-yl)pyridin-3-ol dihydrochloride Cl.Cl.CC1(NC2(CC2)CC(C1)N(C1=CC=C(N=N1)C1=NC=C(C=C1O)C1=CC2=CN(N=C2C(=C1)F)C)C)C